COC1=C(CN(S(=O)(=O)C=2C(=NC(=CC2)F)C)C2=NC(=CC=C2)F)C=CC(=C1)OC N-(2,4-dimethoxybenzyl)-6-fluoro-N-(6-fluoropyridin-2-yl)-2-methylpyridine-3-sulfonamide